C(CCCCCCCCC=C)=O Undec-10-En-1-Al